BrCC1=C([C@@H](N=C(N1)C=1SC=CN1)C1=C(C(=CC=C1)F)C)C(=O)[O-] (S)-6-(bromomethyl)-4-(3-fluoro-2-methylbenzeneyl)-2-(thiazol-2-yl)-1,4-dihydropyrimidine-5-carboxylate